C(CCCCCCCC)(=O)CNC[C@H](O)[C@@H](O)[C@H](O)[C@H](O)CO N-nonanoylmethylglucamine